(S) or (R)-pyridin-2-yl-methylglycine N1=C(C=CC=C1)N(CC(=O)O)C